F[C@@H]1C[C@H](N(C1)C(CN1N=C(C2=CC(=CC=C12)C1=CN=NC=C1)C(=O)N)=O)C(NC1=NC(=CC=C1)O)=O 1-(2-((2S,4R)-4-fluoro-2-(6-hydroxypyridin-2-ylcarbamoyl)pyrrolidin-1-yl)-2-oxoethyl)-5-(pyridazin-4-yl)-1H-indazole-3-carboxamide